5-benzyl-7-[4-(4-methyl-1,2,4-triazol-3-yl)phenyl]-2,3,7,12-tetraazatricyclo[7.4.0.0^{2,6}]trideca-1(9),3,5-trien-8-one C(C1=CC=CC=C1)C=1C=NN2C=3CNCCC3C(N(C12)C1=CC=C(C=C1)C1=NN=CN1C)=O